Ethyl (2Z)-2-cyano-2-hydroxyiminoacetate C(#N)/C(/C(=O)OCC)=N/O